KALIUM PHOSPHIT P([O-])([O-])[O-].[K+].[K+].[K+]